1-methylcyclohexanecarbonyl chloride CC1(CCCCC1)C(=O)Cl